N=1N(N=CC1)C=1C=CC(=NC1)OCC=1OC=C(N1)C(=O)N1[C@H]([C@H](C1)O)C (2-(((5-(2H-1,2,3-triazol-2-yl)pyridin-2-yl)oxy)methyl)oxazol-4-yl)((2S,3S)-3-hydroxy-2-methylazetidin-1-yl)methanone